FC=1C=C(C=[N+](C1C=1C=C2C(=CN1)N(N=C2)CC(C(F)(F)F)(F)F)[O-])C2(CC2)C#N 1-[5-fluoro-1-oxido-6-[1-(2,2,3,3,3-pentafluoropropyl)pyrazolo[3,4-c]pyridin-5-yl]pyridin-1-ium-3-yl]cyclopropanecarbonitrile